C(=O)O.CC1=CC(=NC=N1)CC=1N(C2=C(C=NC=3C=CC(=CC23)C#N)N1)[C@H]1CN(CC1)C 2-[(6-methylpyrimidin-4-yl)methyl]-1-[(3R)-1-methylpyrrolidin-3-yl]-1H-imidazo[4,5-c]quinoline-8-carbonitrile, formate salt